NC1=NC=2C=NC(=CC2C2=C1COC2)N2C(CCC(C2)C)C=2C=C1CC3(C(NC1=CC2)=O)CC3 6'-(1-(4-amino-1,3-dihydrofurano[3,4-c][1,7]naphthyridine-8-yl)-5-methylpiperidin-2-yl)-1',4'-dihydro-2'H-spiro[cyclopropane-1,3'-quinoline]-2'-one